Oxacyclopentadiene C1=CC=CO1